(hydroxy)-5-aminopyridine OC1=NC=C(C=C1)N